1-(4-bromo-1H-1,2,3-triazol-1-yl)-2-methylpropan BrC=1N=NN(C1)CC(C)C